ethyl 2-(6-{[3-(2,3-dichloro-6-fluorophenyl)-1-(prop-2-enoyl)azetidin-3-yl] amino}-3-(trifluoromethyl)indazol-2-yl)acetate ClC1=C(C(=CC=C1Cl)F)C1(CN(C1)C(C=C)=O)NC=1C=CC2=C(N(N=C2C1)CC(=O)OCC)C(F)(F)F